BrC1=C(C(=CC(=C1)F)Br)OC(F)F 1,3-dibromo-2-(difluoromethoxy)-5-fluorobenzene